C(C)(C)(C)OC(NC1CCC(CC1)(CO)F)=O.FC(CNCC1=NN(C2=CC=C(C=C12)NC(C1=C(C=C(C=C1)SCC)N1CCC2(CC2)CC1)=O)C)F N-(3-(((2,2-difluoroethyl)amino)methyl)-1-methyl-1H-indazol-5-yl)-4-(ethylsulfanyl)-2-(6-azaspiro[2.5]oct-6-yl)benzamide Tert-butyl-N-[4-fluoro-4-(hydroxymethyl)cyclohexyl]carbamate